ClC1=CC=C(C=C1)C=1N=C2N(C=CC=C2)C1CN1CC2N(C(C1)C2)C(=O)C2=CC(=CC=C2)OCC (3-{[2-(4-chlorophenyl)imidazo[1,2-a]pyridin-3-yl]methyl}-3,6-diazabicyclo[3.1.1]hept-6-yl)-(3-ethoxyphenyl)methanone